[N+](=O)([O-])C=1C=C2N(C=C(C[C@@H](NC(=O)OC(C)(C)C)C(=O)O)C2=CC1)C(=O)OC(C)(C)C 6-nitro-N,N'-bis(t-butoxycarbonyl)-D-tryptophan